NCC=1C=NC(=CC1OC)C 3-(aminomethyl)-4-methoxy-6-methylpyridine